FC=1C=C2C(=CC=NC2=CC1)N1CCN(CC1)C(C(=O)NC1=CC=C(C=C1)S(F)(F)(F)(F)F)C 2-(4-(6-Fluoroquinolin-4-yl)piperazin-1-yl)-N-(4-(pentafluoro-λ6-sulfanyl)phenyl)propanamide